L-3,4-difluorobenzonitrile FC=1C=C(C#N)C=CC1F